ClC1=NC(=CC(=N1)N1C[C@@H](N(CC1)C(=O)OCC1=CC=CC=C1)CC#N)C(NC1=CC=CC2=CC=CC=C12)=O benzyl (2S)-4-[2-chloro-6-(1-naphthylcarbamoyl)pyrimidin-4-yl]-2-(cyanomethyl)piperazine-1-carboxylate